BrC=1C(=NC=C(C1)F)NC(C=1NC(=C(N1)S(=O)(=O)C)C)C1=CC(=C(C=C1)F)Cl 3-bromo-N-[(3-chloro-4-fluorophenyl)-(5-methyl-4-methylsulfonyl-1H-imidazol-2-yl)methyl]-5-fluoropyridin-2-amine